N-methacryloylglycylphenylalanylleucylglycine C(C(=C)C)(=O)NCC(=O)N[C@@H](CC1=CC=CC=C1)C(=O)N[C@@H](CC(C)C)C(=O)NCC(=O)O